(S)-1-chloro-3-[(4-chloro-E-benzylidene)-amino]-propanal ClC(CC/N=C/C1=CC=C(C=C1)Cl)=O